C(C)(C)(C)OC(=O)N1CC[C@@H](CCC1)O.COC=1C=C(CN2CCOCC2)C=CC1C1=CC2=C(CC3=C2NN=C3C3=CC=C2C=NN(C2=C3)C)S1 4-(3-Methoxy-4-(3-(1-methyl-1H-indazol-6-yl)-1,4-dihydrothieno[2',3':4,5]cyclopenta[1,2-c]pyrazol-6-yl)benzyl)morpholine tert-butyl-(4R)-4-hydroxyazepane-1-carboxylate